(n-hexyl) (isononyl) isophthalate C(C1=CC(C(=O)OCCCCCCC(C)C)=CC=C1)(=O)OCCCCCC